(S)-quinuclidin-3-yl((R)-5-(4-butylphenyl)-2,2-dimethyl-2,3-dihydro-1H-inden-1-yl)carbamate N12C[C@H](C(CC1)CC2)OC(N[C@@H]2C(CC1=CC(=CC=C21)C2=CC=C(C=C2)CCCC)(C)C)=O